NCC1=CC=C(C(=N1)C=O)OC1CC1 6-(AMINOMETHYL)-3-CYCLOPROPOXYPICOLINALDEHYDE